7-bromoimidazo[1,2-b]pyridazine BrC1=CC=2N(N=C1)C=CN2